5-(6-(benzyloxy)-2-fluoro-3-(pyrrolidin-3-yloxy)phenyl)-1,2,5-thiadiazolidin-3-one 1,1-dioxide C(C1=CC=CC=C1)OC1=CC=C(C(=C1N1CC(NS1(=O)=O)=O)F)OC1CNCC1